FC=1C=C(C=C(C1)F)[C@H]1[C@@H](CN(C1)CCOC)NC(=O)NC1=C(C(=NN1C1=CC=CC=C1)CCO)C 1-((3s,4r)-4-(3,5-difluorophenyl)-1-(2-methoxyethyl)pyrrolidin-3-yl)-3-(3-(2-hydroxyethyl)-4-methyl-1-phenyl-1H-pyrazol-5-yl)urea